4-((2-(4-isobutylphenyl)propionyl)hydrazino)-2-(4-trifluoromethoxyphenylamino)-6-methyl-furo[2,3-d]pyrimidine-5-carboxylic acid ethyl ester C(C)OC(=O)C1=C(OC=2N=C(N=C(C21)NNC(C(C)C2=CC=C(C=C2)CC(C)C)=O)NC2=CC=C(C=C2)OC(F)(F)F)C